ClC1=CC(=C(C(=C1)C)CC(=O)O)C 4-chloro-2,6-dimethylphenylacetic acid